[Br-].[Br-].[Hf+2].CC1=C(C(=C(C1(C1=C(C(=C(C(=N)N)C=C1)C)C)C)C)C)C pentamethylcyclopentadienyl-(dimethylbenzamidine) hafnium dibromide